C1(=CC=CC=C1)C1=C(C(=NC=C1)C=1C(=C(C=CC1)C1=CC=CC=C1)C1=C(C=CC=2C3=CC=CC=C3C3=CC=CC=C3C12)C1=CC=CC=C1)C1=CC=CC=C1 (diphenylpyridinyl)(phenyltriphenyleneyl)Biphenyl